(S)-cyclobutyl(3-(4-fluorophenyl)pyridin-2-yl)methanamine C1(CCC1)[C@H](N)C1=NC=CC=C1C1=CC=C(C=C1)F